N=1N2C(=CC1N)CCC2 5,6-Dihydro-4H-pyrrolo[1,2-b]pyrazol-2-amine